ethyl 6-chloro-4-(amino)pyridine-3-carboxylate ClC1=CC(=C(C=N1)C(=O)OCC)N